OC(C(=O)O)C.OC(C(=O)O)C.[Ti] titanium bis(2-hydroxypropionic acid)